tert-butyl (4-((3-methyl-5-(6-methyl-1H-pyrazolo[3,4-b]pyridin-4-yl)-4,5,6,7-tetrahydro-1H-pyrazolo[4,3-c]pyridin-1-yl)methyl)bicyclo[2.2.2]octan-1-yl)carbamate CC1=NN(C2=C1CN(CC2)C2=C1C(=NC(=C2)C)NN=C1)CC12CCC(CC1)(CC2)NC(OC(C)(C)C)=O